NC=1C(=CC(=C(C(=O)NC2=C(C=C(C(=C2)C=2C=NC(=NC2)N2CCOCC2)F)N2C[C@H](N(CC2)C)C)C1)C(F)(F)F)F |r| 5-amino-4-fluoro-N-[4-fluoro-5-(2-morpholin-4-ylpyrimidin-5-yl)-2-[rac-(3R)-3,4-dimethylpiperazin-1-yl]phenyl]-2-(trifluoromethyl)benzamide